hexahydro-2H-benzo[b]pyrrolo[2,3-f][1,4]diazocine-2,11(3H)-dione N1C(CC2C1C(N=C1C(NC2)CCC=C1)=O)=O